(P)-(1R,9R)-6-(7-hydroxy-5-quinolinyl)-10,10-dimethyl-4-(2-(2-propenoyl)-2,6-diazaspiro[3.4]octan-6-yl)-3-azatricyclo[7.1.1.02,7]undeca-2,4,6-triene-5-carbonitrile OC1=CC(=C2C=CC=NC2=C1)C=1C(=C(N=C2[C@H]3C([C@@H](CC12)C3)(C)C)N3CC1(CN(C1)C(C=C)=O)CC3)C#N